Cl.O=C(CN1C(C2=CC=CC=C2CC1)=O)N1CCCC1 2-(2-oxo-2-pyrrolidin-1-yl-ethyl)-3,4-dihydroisoquinolin-1-one hydrochloride